methyl 3-methylbicyclo[1.1.1]pentane-1-carboxylate CC12CC(C1)(C2)C(=O)OC